FC=1C=C(C=CC1)[C@@H]1N(CCC1)C=1C=CC=2N(N1)C(=CN2)C2=CC=CC(=N2)C2=CC(=NC=C2)N2CCC(CC2)O (R)-1-(6-(6-(2-(3-fluorophenyl)pyrrolidin-1-yl)imidazo[1,2-b]pyridazin-3-yl)-[2,4'-bipyridin]-2'-yl)piperidin-4-ol